C(C)(C)(C)OC(=O)N1CC(CC1)N(C(=O)OC(C)(C)C)CCN 3-((2-aminoethyl)(tert-Butoxycarbonyl)amino)pyrrolidine-1-carboxylic acid tert-butyl ester